B(F)(F)F.[O-]P([O-])(=O)OP(=O)([O-])[O-].[Li+].[Li+].[Li+].[Li+] lithium diphosphate boron trifluoride